dimethoxypropan-2-one COC(C(C)=O)OC